5-[1-(2-phenylacetyl)piperidin-4-yl]-1,3-thiazole-4-carboxylic acid ethyl ester C(C)OC(=O)C=1N=CSC1C1CCN(CC1)C(CC1=CC=CC=C1)=O